aza-quinolone formate C(=O)O.N1C(N=CC2=CC=CC=C12)=O